N-tert-Butyl-3-[(3-chloropyridin-2-yl)methyl]-7-(3,3-difluoropyrrolidin-1-yl)triazolo[4,5-d]pyrimidin-5-amine C(C)(C)(C)NC=1N=C(C2=C(N1)N(N=N2)CC2=NC=CC=C2Cl)N2CC(CC2)(F)F